FC=1C=C(C=CC1F)N1N=C(C=C(C1=O)C(=O)N[C@H](CO)C)C=1C=NC(=CC1)C(F)(F)F 2-(3,4-Difluorophenyl)-N-[(2S)-1-hydroxypropan-2-yl]-3-oxo-6-[6-(trifluoromethyl)pyridin-3-yl]-2,3-dihydropyridazin-4-carboxamid